C(C)(C)OC=1C=CC(=C(C1)[C@H](C(=O)O)N1C[C@@H](CC1)OCCCCCC1=NC=2NCCCC2C=C1)OC (R)-2-(5-isopropoxy-2-methoxyphenyl)-2-((R)-3-((5-(5,6,7,8-tetrahydro-1,8-naphthyridin-2-yl)pentyl)oxy)pyrrolidin-1-yl)acetic acid